4-bromo-2-fluoro-3-(5-vinylpyrrolidin-2-yl)pyridine BrC1=C(C(=NC=C1)F)C1NC(CC1)C=C